dibenzyl phosphoramidate P(OCC1=CC=CC=C1)(OCC1=CC=CC=C1)(=O)N